FC(COC1=CC=C(C=C1)C1=C(NC=2N(C1=O)C=CC(C2)=O)C(F)(F)F)(F)F 3-(4-(2,2,2-trifluoroethoxy)phenyl)-2-(trifluoromethyl)-4H-pyrido[1,2-a]pyrimidine-4,8(1H)-dione